ClC=1C(=C(C(=O)ON=CC2=CC=CC=C2)C(=CC1)Cl)OC benzaldehyde O-(3,6-dichloro-2-methoxybenzoyl) oxime